tert-butyl 4-(2-(benzyloxy)ethoxy)piperidine-1-carboxylate C(C1=CC=CC=C1)OCCOC1CCN(CC1)C(=O)OC(C)(C)C